C(C)(=O)N1N=CC2=C(C=CC=C12)C(C#N)=C1CCN(CC1)C(=O)N1CC=2C(CC1)=NOC2 2-(1-acetyl-1H-indazol-4-yl)-2-(1-(4,5,6,7-tetrahydroisoxazolo[4,3-c]pyridine-5-carbonyl)piperidin-4-ylidene)acetonitrile